2-[4-(3-ethynyl-1-tetrahydropyran-2-yl-indazol-5-yl)-2-methyl-pyrazol-3-yl]oxyethyl methanesulfonate CS(=O)(=O)OCCOC=1N(N=CC1C=1C=C2C(=NN(C2=CC1)C1OCCCC1)C#C)C